[N+](=O)([O-])C1=CC=2N(C=C1)C=CN2 7-nitroimidazo[1,2-a]pyridin